NC1=CC=C(C=C1)C=1C2=CC=CC=C2N=C2C=C(C=CC12)N 9-(4-aminophenyl)acridine-3-amine